C1OCC1 2-monooxetane